C1(=CC=CC=C1)CNC1=CC=C(C=C1)B1OC(C)(C)C(C)(C)O1 4-(phenylmethylamino)phenylboronic acid pinacol ester